FC=1C(=NC=C(C1)C)CN1[C@H](CN[C@@H](C1)C)C (2S,5R)-1-((3-fluoro-5-methylpyridin-2-yl)methyl)-2,5-dimethylpiperazine